1-(6-chloro-1-(3-(pyridin-4-yl)-1H-indazol-3-yl)ethyl)-3-ethyl-1H-pyrazolo[3,4-d]pyrimidin-4-amine ClC1=CC=C2C(NNC2=C1)(C1=CC=NC=C1)C(C)N1N=C(C=2C1=NC=NC2N)CC